C(OCCCCCC)([O-])=O pentylmethyl carbonate